5-bromo-6-methylthieno[2,3-d]pyrimidin-4(3H)-one BrC1=C(SC=2N=CNC(C21)=O)C